N1(CCN1)C(=O)[O-] 1,4-Diazetidine-1-carboxylate